C(C=1C=C(C=CC1)C1N(C1)C(=O)N)C=1C=C(C=CC1)C1N(C1)C(=O)N N'-(methylenebis(3,1-phenylene))bis(aziridine-1-formamide)